FC1=CC=C(C=C1)[C@@H]1N(CCC2=CC=C(C=C12)OCC#C)C(=O)NCC12CCN(CC1)CC2 (S)-1-(4-fluorophenyl)-7-(prop-2-yn-1-yloxy)-N-(quinuclidin-4-ylmethyl)-3,4-dihydroisoquinoline-2(1H)-carboxamide